Tert-butyl-((3R,5R)-1-(2-(6-(4-carbamoyl-3-chlorophenyl)-1-(cyclopropylmethyl)-1H-indol-2-yl)-4-methoxy-3-methylbenzofuran-6-carbonyl)-5-fluoropiperidin-3-yl) carbamate C(N)(O[C@H]1C(N(C[C@@H](C1)F)C(=O)C1=CC2=C(C(=C(O2)C=2N(C3=CC(=CC=C3C2)C2=CC(=C(C=C2)C(N)=O)Cl)CC2CC2)C)C(=C1)OC)C(C)(C)C)=O